FC1([C@@H](C1)C(=O)NC1=NC=C2C=C(C(N(C2=C1)C)=O)C=1C=NC(=CC1C)C(CC)O)F (1S)-2,2-difluoro-N-(3-{6-[1-hydroxypropyl]-4-methylpyridin-3-yl}-1-methyl-2-oxo-1,6-naphthyridin-7-yl)cyclopropane-1-carboxamide